C(N)(OC(C[C@H](CC1=C(C=C(C=C1)C=1SC(=C(N1)C)C#N)F)C#N)(C)C)=O (S)-(1-cyano-2-(4-(5-cyano-4-methylthiazol-2-yl)-2-fluorophenyl)ethyl)tert-butyl carbamate